2-((1r,3R,5S)-adamantan-1-yl)-N-(2-aminoethyl)acetamide C12(CC3CC(CC(C1)C3)C2)CC(=O)NCCN